CN([C@@H](CC(C)C)C(=O)OC[C@H](CCCCCCCCCCCCCCCCCC)OCC1=CC=CC=C1)C([C@H](CC1CC1)NC(C[C@H]1N(C(CC1)=S)CC1=C(C(=CC=C1)F)F)=O)=O (S)-2-(benzyloxy)eicosan-1-ol Methyl-((S)-3-cyclopropyl-2-(2-((S)-1-(2,3-difluorobenzyl)-5-thioxopyrrolidin-2-yl)acetamido)propanoyl)-L-leucinate